(3S)-3-(2-(5-(2-(azetidin-1-yl)ethyl)-2-oxo-4-(trifluoromethyl)pyridin-1(2H)-yl)-4-methylpentanamido)-3-(2'-cyano-4-fluoro-4'-methoxy-5-methyl-[1,1'-biphenyl]-3-yl)propanoic acid N1(CCC1)CCC=1C(=CC(N(C1)C(C(=O)N[C@@H](CC(=O)O)C=1C=C(C=C(C1F)C)C1=C(C=C(C=C1)OC)C#N)CC(C)C)=O)C(F)(F)F